di(3-pyridyl)methylvinylsilane N1=CC(=CC=C1)C(C=1C=NC=CC1)C=C[SiH3]